2-methyl-4H-thieno[3,2-b]Pyrrole CC1=CC=2NC=CC2S1